1-(2-isopropoxyethyl)-2-(methylsulfanyl)-5-(phenylamino)pyrimidin-4-one Ethyl-2-((5-(pyridin-2-yl)isoxazol-3-yl)methyl)oxazole-4-carboxylate C(C)OC(=O)C=1N=C(OC1)CC1=NOC(=C1)C1=NC=CC=C1.C(C)(C)OCCN1C(=NC(C(=C1)NC1=CC=CC=C1)=O)SC